OC1C2C=CC(C1)C2 5-hydroxy-bicyclo[2.2.1]hept-2-ene